methyl-4-morpholino-3-nitro-6-(3-(m-tolyl)-1H-pyrazol-1-yl)pyridin-2-amine CC=1C(=C(C(=NC1N1N=C(C=C1)C=1C=C(C=CC1)C)N)[N+](=O)[O-])N1CCOCC1